BrC1=CC(=C(C=C1)NC1=C(C(N(N=C1C(=O)N1CC(C1)([C@H]1NCCC1)O)C)=O)F)Cl 5-[(4-bromo-2-chlorophenyl)amino]-4-fluoro-6-({3-hydroxy-3-[(2S)-pyrrolidin-2-yl]azetidin-1-yl}carbonyl)-2-methylpyridazin-3(2H)-one